C(C1=CC=CC=C1)N1C[C@@H]2N(C=3N=CC=C(C3CC2)CCC(F)(F)F)CC1 (R)-8-benzyl-4-(3,3,3-trifluoropropyl)-6,6a,7,8,9,10-hexahydro-5H-pyrazino[1,2-a][1,8]naphthyridine